C1OCCC12CCN(CC2)C2=CC=C1C(=N2)NC=C1C1=NC(=NC=C1C(F)(F)F)N[C@@H]1CNCCC1 (S)-4-(6-(2-oxa-8-azaspiro[4.5]decan-8-yl)-1H-pyrrolo[2,3-b]pyridin-3-yl)-N-(piperidin-3-yl)-5-(trifluoromethyl)pyrimidin-2-amine